ClC1=CC=C(C=C1)NC(=O)C1=NN(C=N1)C1=CC=C(C=C1)Cl N,1-bis(4-chlorophenyl)-1H-1,2,4-triazole-3-carboxamide